NCC(C(F)(F)C1=CC=C(C=N1)OC1=CC=C(C#N)C=C1)(O)C1=C(C=C(C=C1)F)F 4-((6-(3-amino-2-(2,4-difluorophenyl)-1,1-difluoro-2-hydroxypropyl)pyridin-3-yl)oxy)benzonitrile